3-chloro-5-(4-fluoropiperidine-1-carbonyl)-1H-pyrrolo[2,3-b]pyridin ClC1=CNC2=NC=C(C=C21)C(=O)N2CCC(CC2)F